Trans-2-(2-(azetidin-1-yl)ethoxy)-N-(3-(4-cyclopropoxy-2-methoxypyridin-3-yl)-1H-pyrrolo[2,3-b]pyridin-6-yl)cyclopropane-1-carboxamide N1(CCC1)CCO[C@H]1[C@@H](C1)C(=O)NC1=CC=C2C(=N1)NC=C2C=2C(=NC=CC2OC2CC2)OC